NC1[C@@H]2CN(C[C@H]1C2)S(=O)(=O)N2[C@H]1CC(C[C@@H]2CC1)N1OC(=CC1)C1COC1 N-((1R,3R,5S)-8-(((1R,5S,6S)-6-amino-3-azabicyclo[3.1.1]heptan-3-yl)sulfonyl)-8-azabicyclo[3.2.1]octan-3-yl)-5-(oxetan-3-yl)isoxazole